C12(CCC(CC1)C2)[S+](C2=CC=CC=C2)C2=CC=CC=C2 norbornyl-diphenylsulfonium